2-(5-methyl-2,4-dioxo-3,4-dihydropyrimidin-1(2H)-yl)propanenitrile CC=1C(NC(N(C1)C(C#N)C)=O)=O